2-(5-methyl-6-(2-(2-(trifluoromethyl)pyridin-4-yl)-2,6-diazaspiro[3.4]octan-6-yl)pyrazin-2-yl)-1,3,4-thiadiazole CC=1N=CC(=NC1N1CC2(CN(C2)C2=CC(=NC=C2)C(F)(F)F)CC1)C=1SC=NN1